4-(5-((7-(2-aminopyridin-5-yl)pyrrolo[2,1-f][1,2,4]triazine-2-yl)amino)pyridin-2-yl)piperazin-1-al NC1=NC=C(C=C1)C1=CC=C2C=NC(=NN21)NC=2C=CC(=NC2)N2CCN(CC2)C=O